6-(cyclobutylmethyl)-4-(1-(p-tolyl)ethoxy)-5,6,7,8-tetrahydropyrido[4,3-d]pyrimidine C1(CCC1)CN1CC2=C(N=CN=C2OC(C)C2=CC=C(C=C2)C)CC1